COC1=C(C=CC=C1)NC(=S)N 1-(2-methoxyphenyl)thiourea